trans-cyclohexane-1,4-dimethanol [C@H]1(CC[C@H](CC1)CO)CO